[Na+].[Na+].P(=O)(OC1=CC=C(C=C1)[N+](=O)[O-])([O-])[O-] p-nitrophenyl phosphate-disodium salt